C(C)N1N=CC=C1C(=O)N[C@H](C(=O)NC1=CC(=C(C=C1)C=1C(=NNC1)C)F)C(C1=CC=CC=C1)C1=CC=CC=C1 (S)-1-ethyl-N-(1-((3-fluoro-4-(3-methyl-1H-pyrazol-4-yl)phenyl)amino)-1-Oxo-3,3-diphenylpropan-2-yl)-1H-pyrazole-5-carboxamide